9,9'-(5-(4,6-diphenylpyrimidin-2-yl)-1,3-phenylene)bis(3,6-bis(dibenzo[b,d]furan-2-yl)-9H-carbazole) C1(=CC=CC=C1)C1=NC(=NC(=C1)C1=CC=CC=C1)C=1C=C(C=C(C1)N1C2=CC=C(C=C2C=2C=C(C=CC12)C1=CC2=C(OC3=C2C=CC=C3)C=C1)C1=CC3=C(OC2=C3C=CC=C2)C=C1)N1C2=CC=C(C=C2C=2C=C(C=CC12)C1=CC2=C(OC3=C2C=CC=C3)C=C1)C1=CC3=C(OC2=C3C=CC=C2)C=C1